NC=1N=NC(=CC1C1=CC=C(C=C1)C1=NOC(=C1)C(C(=O)OCC)C(C)C)C=1C(NC=CC1)=O ethyl 2-(3-(4-(3-amino-6-(2-oxo-1,2-dihydropyridin-3-yl) pyridazin-4-yl) phenyl) isoxazol-5-yl)-3-methylbutanoate